S-(2-bromo-4-chloro-3-fluorophenyl) ethanethioate C(C)(SC1=C(C(=C(C=C1)Cl)F)Br)=O